C(#N)C1=CC2=C(CN(C[C@H]2C2=C(C(=CC=C2)F)C=2C(=NN(C2)C)C(F)(F)F)C(CP(OCC)(OCC)=O)=O)S1 diethyl (S)-(2-(2-cyano-4-(3-fluoro-2-(1-methyl-3-(trifluoromethyl)-1H-pyrazol-4-yl)phenyl)-4,7-dihydrothieno[2,3-c]pyridin-6(5H)-yl)-2-oxoethyl)phosphonate